ClC=1C(=C2C(=NC1C)N(C(=C2)C(=O)O)S(=O)(=O)C2=CC=C(C=C2)C)F 5-chloro-4-fluoro-6-methyl-1-(p-tolylsulfonyl)pyrrolo[2,3-b]pyridine-2-carboxylic acid